6-chloro-4-fluoroaniline ClC1=CC(=CC=C1N)F